C(C=C)(=O)OC(CSCCSC1=CC=CC=C1)CSCCSC1=CC=CC=C1 1,3-bis(2-(phenylthio)ethylthio)propan-2-yl acrylate